C(C)C1=CC=C2C=NNC2=C1NC(=O)N=[S@@](=O)(N)C1=CN=C(S1)C(C)(C)O (S)-N'-((6-ethyl-1H-indazol-7-yl)carbamoyl)-2-(2-hydroxypropan-2-yl)thiazole-5-sulfonimidamide